[C@H](C)(CC)OC1=CC2=C(CN(CCC2)C2=CC(=C(C(=C2)C)NC(CC(C)(C)C)=O)C)C=C1F (S)-N-(4-(7-(sec-butoxy)-8-fluoro-1,3,4,5-tetrahydro-2H-benzo[c]azepine-2-yl)-2,6-dimethylphenyl)-3,3-dimethylbutanamide